C(=O)C=1C=C2CCC3=C(N=NN3[C@H](C(=O)OCC)C(C)C)C2=CC1 ethyl (S)-2-(7-formyl-4,5-dihydro-3H-naphtho[1,2-d][1,2,3]triazol-3-yl)-3-methylbutanoate